CN(C1CCC(CC1)NC=1N=CC2=C(N1)N(C(C(=C2)C=2C=CC(=NC2)NS(=O)(=O)CC=2C=NN(C2)C)=O)C(C)C)C N-(5-(2-(((1r,4r)-4-(dimethylamino)cyclohexyl)amino)-8-isopropyl-7-oxo-7,8-dihydropyrido[2,3-d]pyrimidin-6-yl)pyridin-2-yl)-1-(1-methyl-1H-pyrazol-4-yl)methanesulfonamide